ethyl 12-hydroxy-dodecanoate OCCCCCCCCCCCC(=O)OCC